C1(CC1)C(=O)N1N=CC(=C1)C1=NC=CC(=N1)NC=1N=CC2=C(C=CC(=C2C1)C(C)C)N1[C@@H]([C@H](C1)CS(=O)(=O)C)C Cyclopropyl-(4-(4-((5-isopropyl-8-((2R,3S)-2-methyl-3-((methanesulfonyl)methyl)azetidin-1-yl)isoquinolin-3-yl)amino)pyrimidin-2-yl)-1H-pyrazol-1-yl)methanone